FC(C(=O)NC1=CC=C(C=2CCCC(C12)=O)[N+](=O)[O-])(F)F 2,2,2-trifluoro-N-(4-nitro-8-oxo-5,6,7,8-tetrahydronaphthalen-1-yl)acetamide